1-(3-bromobenzyl)-5-methyl-N-(4-(trifluoromethoxy)phenyl)-1H-pyrazole-3-carboxamide BrC=1C=C(CN2N=C(C=C2C)C(=O)NC2=CC=C(C=C2)OC(F)(F)F)C=CC1